N1=CC=C(C=C1)C(=O)[O-] pyridine-4-carboxylate